3-dimethylaminopropyl (9z,12z)-octacosa-19,22-dien-11-yl carbonate C(OCCCN(C)C)(OC(CCCCCCCCCC)CCCCCCCC=CCC=CCCCCC)=O